4-(5-(trifluoromethyl)-1,3,4-thiadiazol-2-yl)aniline FC(C1=NN=C(S1)C1=CC=C(N)C=C1)(F)F